N[C@H](C(=O)O)CC1=CC=C(C=C1)C1=CC(=CC=C1)N (S)-2-amino-3-(3'-amino-[1,1'-biphenyl]-4-yl)propanoic acid